N[C@H]1[C@@H](CCCC1)C1=C(C2=NC(=CC(=C2S1)NCC=1SC=CC1)Cl)Cl 2-((1r,2r)-2-aminocyclohexyl)-3,5-dichloro-N-(thiophen-2-ylmethyl)thieno[3,2-b]pyridin-7-amine